lithium phosphosulfuryl-iodine P(=O)(=O)S(=O)(=O)I.[Li]